N-(1-cyclobutyl-6-(2-hydroxypropan-2-yl)-1H-benzo[d]imidazol-2-yl)pivalamide C1(CCC1)N1C(=NC2=C1C=C(C=C2)C(C)(C)O)NC(C(C)(C)C)=O